(2S,3R)-3-((2-amino-6-methylpyridin-4-yl)methyl)-N2-(5-oxo-1-methyl-4,5-dihydro-1H-imidazol-2-yl)-N1-((R)-1-phenylpropyl)-N2-methyl-4-oxoazetidine-1,2-dicarboxamide NC1=NC(=CC(=C1)C[C@@H]1[C@H](N(C1=O)C(=O)N[C@H](CC)C1=CC=CC=C1)C(=O)N(C)C=1N(C(CN1)=O)C)C